rel-(1S,5S)-8-fluoro-1-({2,3',5'-trifluoro-[1,1'-biphenyl]-3-yl}methyl)-9-oxa-2,6-diazaspiro[4.5]decan-7-one FC1C(N[C@]2(CCN[C@H]2CC=2C(=C(C=CC2)C2=CC(=CC(=C2)F)F)F)CO1)=O |o1:4,8|